tert-butyl 4-(2-(((2-((1S,2S)-2-(3-chlorophenyl)cyclopropane-1-carboxamido)pyridin-4-yl)amino)methyl)-6-cyclopropylimidazo[1,2-a]pyridin-8-yl)piperazine-1-carboxylate ClC=1C=C(C=CC1)[C@@H]1[C@H](C1)C(=O)NC1=NC=CC(=C1)NCC=1N=C2N(C=C(C=C2N2CCN(CC2)C(=O)OC(C)(C)C)C2CC2)C1